methyl 2-(N-(4-methoxyphenyl)sulfamoyl)acetate COC1=CC=C(C=C1)NS(=O)(=O)CC(=O)OC